FC=1C=C(C=CC1F)[C@H]1[C@@H](CN(C1)CCOC)NC(=O)NC=1C(=NN(C1C)C1=NC=CN=C1)C1=CC=CC=C1 ((3S,4R)-4-(3,4-difluorophenyl)-1-(2-methoxyethyl)pyrrolidin-3-yl)-3-(5-methyl-3-phenyl-1-(pyrazin-2-yl)-1H-pyrazol-4-yl)urea